COCCCNC(=O)C1=CC(=CC=2N(C=NC21)CC(F)(F)F)C#CCNC=2C(OC)=CC=C(C2)S(=O)(=O)C N-3-methoxypropyl-6-[3-(4-mesyl-2-anisidino)-1-propynyl]-1-(2,2,2-trifluoroethyl)-1H-benzo[d]imidazole-4-carboxamide